FC1(CCC(CC1)C(=O)NC(C(=O)O)CCN(CCCCC1=NC=2NCCCC2C=C1)CCOC)F 2-[(4,4-difluorocyclohexanecarbonyl)amino]-4-[2-methoxyethyl-[4-(5,6,7,8-tetrahydro-1,8-naphthyridin-2-yl)butyl]amino]butanoic acid